N'-(4-bromophenyl)-N,N,N'-trimethyl-ethane-1,2-diamine BrC1=CC=C(C=C1)N(CCN(C)C)C